(5S,8R,9S,10S,13S,14S,17S)-10,13-Dimethyl-3-oxohexadecahydro-1H-cyclopenta[a]phenanthren C[C@]12[C@H]3CC[C@@]4(CCC[C@H]4[C@H]3CC[C@H]2CC(CC1)=O)C